OC1=CC=C(C=C1)C(=C(CC)C1=CC=C(C=C1)O)C1=CC=C(C=C1)N1CCC(CC1)CN1C2CN(CC1C2)C=2C=C1C(N(C(C1=CC2F)=O)C2C(NC(CC2)=O)=O)=O 5-(6-((1-(4-(1,2-bis(4-hydroxyphenyl)but-1-en-1-yl)phenyl)piperidin-4-yl)methyl)-3,6-diazabicyclo[3.1.1]heptan-3-yl)-2-(2,6-dioxopiperidin-3-yl)-6-fluoroisoindoline-1,3-dione